C(C)(=O)N1C=CC2=C1N=CN=C2OC2=CC=C(C=C2)NC(CC2=CC=C(C=C2)C(F)(F)F)=O N-(4-((7-acetyl-7H-pyrrolo[2,3-D]pyrimidine-4-yl)oxy)phenyl)-2-(4-(trifluoromethyl)phenyl)acetamide